FC(C1=NN=C(O1)C1=CC=C(CN2N=C(N=N2)C=2C=C(C(=O)N)C=CC2)C=C1)F 3-(2-(4-(5-(difluoromethyl)-1,3,4-oxadiazol-2-yl)benzyl)-2H-tetrazol-5-yl)benzamide